C(#N)C1=C(C=C(C(=O)NC=2C=NC(=CC2)C2=C(C=C(C=C2)C2=NOC(=N2)C)C#N)C=C1)OCCN(C)C 4-cyano-N-(6-(2-cyano-4-(5-methyl-1,2,4-oxadiazol-3-yl)phenyl)pyridin-3-yl)-3-(2-(dimethylamino)ethoxy)benzamide